Dimethyl (3R,10bR)-6-cyano-3-(2,5-dioxopyrrolidin-1-yl)-2,3-dihydropyrrolo[2,1-a]isoquinoline-1,1(10bH)-dicarboxylate C(#N)C1=CN2[C@H](C3=CC=CC=C13)C(C[C@H]2N2C(CCC2=O)=O)(C(=O)OC)C(=O)OC